C1(CC1)NC=1N=CC2=C(N1)N(C(C(=C2)N2CCN(C1=C(C=CC=C21)C)C(=O)OC(C)(C)C)=O)CC2COCC2 tert-butyl 4-[2-(cyclopropylamino)-7-oxo-8-(tetrahydrofuran-3-ylmethyl)pyrido[2,3-d]pyrimidin-6-yl]-8-methyl-2,3-dihydroquinoxaline-1-carboxylate